C(#N)C1(CCC1)C=1C=C(C(=O)O)C=CN1 2-(1-cyanocyclobutyl)isonicotinic acid